BrC1=C(C=CC=C1)C(=O)C1=C(C=CC=C1)F (2-bromophenyl)-(2-fluorophenyl)methanone